N-(4-cyano-2-fluoro-phenyl)-4-[[3-(cyclopropoxy)phenyl]methyl]-1H-pyrrole-3-sulfonamide C(#N)C1=CC(=C(C=C1)NS(=O)(=O)C1=CNC=C1CC1=CC(=CC=C1)OC1CC1)F